N[C@@H]1CN(CC1)S(=O)(=O)NC(=O)C=1C(=NC(=CC1)C1=CC(=C(C=C1)F)C)N1C(C[C@@H](C1)C)(C)C N-[(3S)-3-Aminopyrrolidin-1-yl]sulfonyl-6-(4-fluoro-3-methylphenyl)-2-[(4S)-2,2,4-trimethylpyrrolidin-1-yl]pyridin-3-carboxamid